COC(C([C@@H](C1=CC=CC=C1)NC(=O)OC(C)(C)C)CC1=NC=C(C=C1N)C)=O.ClC1=C(C=C(C(=C1)F)[N+]#[C-])C#CC1CC1 1-chloro-2-(cyclopropylethynyl)-5-fluoro-4-isocyanobenzene methyl-(3S)-2-[(3-amino-5-methylpyridin-2-yl)methyl]-3-[(tert-butoxycarbonyl)amino]-3-phenylpropanoate